The molecule is a monoterpene glycoside with formula C30H32O13, originally isolated from Paeonia suffruticosa. It has a role as a plant metabolite and a radical scavenger. It is a 4-hydroxybenzoate ester, a bridged compound, a cyclic acetal, a lactol, a monoterpene glycoside, an O-acyl carbohydrate and an alpha-D-glucoside. C[C@]12C[C@@]3([C@@H]4C[C@]1([C@@]4([C@H](O2)O3)COC(=O)C5=CC=C(C=C5)O)O[C@@H]6[C@@H]([C@H]([C@@H]([C@H](O6)COC(=O)C7=CC=CC=C7)O)O)O)O